ClC1=NC=2N(C=C1)C(=NC2)C2CC2 2-chloro-6-cyclopropyl-imidazo[1,5-a]pyrimidine